(R)-8-amino-9-methoxy-1,2,4a,5-tetrahydrobenzo[b]pyrazino[1,2-d][1,4]oxazine-3(4H)-carboxylic acid tert-butyl ester C(C)(C)(C)OC(=O)N1C[C@H]2N(C3=C(OC2)C=C(C(=C3)OC)N)CC1